silicon-cerium-cobalt-copper [Cu].[Co].[Ce].[Si]